OC([C@H](C)NC1=NC=C(C(=N1)C1=CNC2=C(C=CC=C12)P(C)(C)=O)C(F)(F)F)C (3-(2-(((2S)-3-hydroxybutan-2-yl)amino)-5-(trifluoromethyl)pyrimidin-4-yl)-1H-indol-7-yl)dimethylphosphine oxide